CC=1N=CC2=CC=CC=C2C1NC1=CC=C(C=C1)[N+](=O)[O-] 3-methyl-N-(4-nitrophenyl)isoquinolin-4-amine